(Z)-3-fluoro-2-[[4-(2-methyl-2H-tetrazol-5-yl)phenoxy]methyl]prop-2-en-1-amine hydrochloride Cl.F\C=C(\CN)/COC1=CC=C(C=C1)C=1N=NN(N1)C